aluminum-ammonium salt [NH4+].[Al+3]